FS(C1=CC=C(C=C1)N[C@@H]1CC[C@H](CC1)S(=O)(=O)C1=CC=C(C=C1)C1=CC=C2CNC(C2=C1)=O)(F)(F)(F)F 6-(4-{[trans-4-{[4-(pentafluoro-λ6-sulfanyl)phenyl]Amino}cyclohexyl]sulfonyl}phenyl)-2,3-dihydro-1H-isoindol-1-one